2-(4-(5-((4,4-dimethyl-2,5-dioxo-3-(2-(tetrahydro-2H-pyran-4-yl)ethyl)imidazolidin-1-yl)methyl)-1,2,4-oxadiazol-3-yl)-2-(trifluoromethyl)phenoxy)-N-isopropyl-N-methylbenzenesulfonamide CC1(N(C(N(C1=O)CC1=NC(=NO1)C1=CC(=C(OC2=C(C=CC=C2)S(=O)(=O)N(C)C(C)C)C=C1)C(F)(F)F)=O)CCC1CCOCC1)C